C(C)(C)(C)C=1N(C(=NN1)C1=CC=C(C=C1)C(=O)N1CCN(CC1)C=1OC=2C(=NC(=CC2)Cl)N1)C [4-(5-tert-butyl-4-methyl-1,2,4-triazol-3-yl)phenyl]-[4-(5-chlorooxazolo[4,5-b]pyridin-2-yl)piperazin-1-yl]methanone